ClC=1C(=NC=CC1C1=NC(=C(C=C1)CNC)OC)C1=CC=CC=2[C@H](CCCC12)OC1=NC(=C(C=C1C(F)(F)F)CNC)OC (S)-1-(3'-chloro-6-methoxy-2'-(5-((6-methoxy-5-((methylamino)methyl)-3-(trifluoromethyl)pyridin-2-yl)oxy)-5,6,7,8-tetrahydronaphthalen-1-yl)-[2,4'-bipyridin]-5-yl)-N-methylmethanamine